O=C1C2(CC3=CC=CC=C13)C[C@H]1CC[C@@H](C2)N1C(=O)OC(C)(C)C tert-butyl (1R,3s,5S)-1'-oxo-1',3'-dihydro-8-azaspiro[bicyclo[3.2.1]octane-3,2'-indene]-8-carboxylate